2-(2-isopropylphenyl)-9-(2-(isopropylsulfonyl)-2-azaspiro[3.3]heptan-5-yl)-7,9-dihydro-8H-purin-8-one C(C)(C)C1=C(C=CC=C1)C1=NC=C2NC(N(C2=N1)C1C2(CN(C2)S(=O)(=O)C(C)C)CC1)=O